3,5-bis(trifluoromethyl)phenylboronAn FC(C=1C=C(C=C(C1)C(F)(F)F)B1CCCCCCCC1)(F)F